C(#N)/C(/C(=O)N[C@H](C)C1=CC(=C(C=C1)OC)OC)=C\C1=CNC2=NC=C(C=C21)C2=C(C=CC=C2)OC (R,E)-2-cyano-N-(1-(3,4-dimethoxyphenyl)ethyl)-3-(5-(2-methoxyphenyl)-1H-pyrrolo[2,3-b]pyridin-3-yl)acrylamide